FC1=C(C=O)C(=CC(=C1)B1OC(C(O1)(C)C)(C)C)OC 2-fluoro-6-methoxy-4-(4,4,5,5-tetramethyl-1,3,2-dioxaborolan-2-yl)benzaldehyde